ClC1=C2CCN(C(C2=C(C(=C1)C=1C(=NOC1C)C)Cl)=O)CC=1C(NC(=CC1C)C)=O 5,8-dichloro-7-(3,5-dimethyl-1,2-oxazol-4-yl)-2-[(4,6-dimethyl-2-oxo-1,2-dihydropyridin-3-yl)methyl]-3,4-dihydroisoquinolin-1{2H}-one